OC1=NN2C(C=CC=C2)=C1C(=O)N(C(OC(C)(C)C)=O)C1=C(C(=C(C(=C1F)F)C1=CC=CC=C1)F)F Tert-butyl (2-hydroxypyrazolo[1,5-a]pyridine-3-carbonyl)(2,3,5,6-tetrafluoro-[1,1'-biphenyl]-4-yl)carbamate